C1(CC1)NC(C([C@H](C[C@H]1C(N[C@@H](C1)C)=O)NC(=O)C1=C(C=C(C(=C1)F)F)NC(=O)C=1C=NC=C(C1)C(F)(F)F)=O)=O N-[2-[[(1S)-3-(cyclopropylamino)-1-[[(3S,5R)-5-methyl-2-oxo-pyrrolidin-3-yl]methyl]-2,3-dioxo-propyl]carbamoyl]-4,5-difluoro-phenyl]-5-(trifluoromethyl)pyridine-3-carboxamide